C(CCCCCCCCCCCCCCCCC)NC(=O)N N-stearyl-urea